calcium epichlorohydrin C(Cl)C1CO1.[Ca]